COC1=CC=C(C=C1)N1N=NC2=C1C=CC(=C2)C(=O)O 1-(4-methoxyphenyl)-1H-benzo[d][1,2,3]triazole-5-carboxylic acid